O[C@@H]1[C@H](CCC1)NC1=CC(=NC=N1)NC1=CC2=C(C(NC23CCCCC3)=O)S1 2'-((6-(((1S,2S)-2-hydroxycyclopentyl)amino)pyrimidin-4-yl)amino)spiro[cyclohexane-1,4'-thieno[2,3-c]pyrrol]-6'(5'H)-one